CC1=CC=C(OC2=NC(=NC(=C2)C(F)(F)F)SCC(=O)NC(NC2=CC=C(C=C2)CC)=O)C=C1 ((4-(4-Methylphenoxy)-6-(trifluoromethyl)pyrimidin-2-yl)thio)-N-((4-ethylphenyl)carbamoyl)acetamide